2-[4-[4-[(4-chloro-2-fluoro-phenyl)methoxy]pyrimidin-2-yl]phenyl]acetyl chloride ClC1=CC(=C(C=C1)COC1=NC(=NC=C1)C1=CC=C(C=C1)CC(=O)Cl)F